NC1=C2N=CN(C2=NC=N1)[C@@H]1O[C@@H]([C@H]([C@H]1O)O)[C@](C)(O)C1=CC(=C(C=C1)Cl)F (2R,3R,4S,5S)-2-(6-amino-9H-purin-9-yl)-5-((R)-1-(4-chloro-3-fluorophenyl)-1-hydroxyethyl)tetrahydrofuran-3,4-diol